1,3-diphenyl-tetramethyldisiloxane C1(=CC=CC=C1)[Si](O[Si](C1=CC=CC=C1)(C)C)(C)C